9-nitro-1H,2H,3H,5H,6H,7H,8H-cyclopenta[b]naphthalen-1-one [N+](=O)([O-])C1=C2C(=CC=3CCCCC13)CCC2=O